4-((3-(4-(difluoromethoxy)-2,3-difluoro-phenyl)imidazo[1,2-a]pyrazin-8-yl)amino)-2-ethyl-N-(3-(pyrrolidin-1-yl)propyl)benzamide FC(OC1=C(C(=C(C=C1)C1=CN=C2N1C=CN=C2NC2=CC(=C(C(=O)NCCCN1CCCC1)C=C2)CC)F)F)F